[Si](C)(C)(C(C)(C)C)OCC=1N=C(SC1C(=O)OCC)C(=C)C ethyl 4-(((tert-butyldimethylsilyl)oxy)methyl)-2-(prop-1-en-2-yl)thiazole-5-carboxylate